C(C1CO1)OCCC[Si](OC)(OC)OC γ-glycidoxy-propyl-trimethoxy-silane